C(C)(C)(C)C=1C=C(C=CC1)C=1NC2=CC=C(C=C2C1)/C=C/C(=O)OCC ethyl (E)-3-(2-(3-(tert-butyl)phenyl)-1H-indol-5-yl)acrylate